ClC1=C(C=CC=C1C1=NC=CC(=C1Cl)NC1=C(C(=CC=C1)CNC[C@H](C)O)F)C1=CC=C(C(=N1)OC)CNC[C@H]1CCC(N1)=O (R)-5-((((6-(2-chloro-3-(3-chloro-4-((2-fluoro-3-((((S)-2-hydroxypropyl)amino)methyl)phenyl)amino)pyridin-2-yl)phenyl)-2-methoxypyridin-3-yl)methyl)amino)methyl)pyrrolidin-2-one